Tert-Butyl 2-methyl-5-oxo-5H-spiro[furo[3,4-b]pyridine-7,4'-piperidine]-1'-carboxylate CC1=CC=C2C(=N1)C1(CCN(CC1)C(=O)OC(C)(C)C)OC2=O